5-(2'-Fluoro-2-methyl-[1,1'-biphenyl]-3-yl)isoindolin-1-one FC1=C(C=CC=C1)C1=C(C(=CC=C1)C=1C=C2CNC(C2=CC1)=O)C